C1(CC1)CCCC#CC=1C=C(C(=O)NC2=CC=C(C=C2)C2=CC=C(C=C2)NC(=O)C2=C(C3=CC=CC=C3C=C2)C(=O)O)C=CC1C=1N=NN(N1)CCCC1CC1 {4'-[3-(5-cyclopropylpent-1-yn-1-yl)-4-[2-(3-cyclopropylpropyl)-2H-1,2,3,4-tetrazol-5-yl]benzamido]-[1,1'-biphenyl]-4-yl}carbamoyl-[naphthalene-1-carboxylic acid]